N1N=C(C(=C(C(=C1)CC(=O)O)CC(=O)O)CC(=O)O)CC(=O)O 4-diazepine-tetraacetic acid